IC=1C=C(C=CC1)N(C1=NC=2N(C3=CC(=CC=C13)[N+](=O)[O-])C=NN2)C N-(3-iodophenyl)-N-methyl-8-nitro-[1,2,4]Triazolo[4,3-a]Quinazoline-5-amine